NC1=CC2=C(NC(=N2)CNC(OC(C)(C)C)=O)C=C1 tert-butyl N-[(5-amino-1H-benzimidazol-2-yl)methyl]carbamate